((R)-2-methylpyrrolidin-2-yl)methanone C[C@]1(NCCC1)C=O